N1(CC(=CCC1)C(=O)[O-])C(=O)[O-] 5,6-dihydropyridine-1,3(2H)-dicarboxylate